Cl.NCCCC(C(=O)N1CCC(CC1)(O)CN1C=NC2=CC(=CC=C2C1=O)NC(CN(C)C)=O)CC1=CC=CC=C1 N-(3-((1-(5-amino-2-benzylpentanoyl)-4-hydroxypiperidin-4-yl)methyl)-4-oxo-3,4-dihydroquinazolin-7-yl)-2-(dimethylamino)acetamide hydrochloride